OCC1CN(C1)C(=O)O[C@@H]1CC[C@H](CC1)C(N(CC12CCC(CC1)(CC2)C2=CC(=C(C=C2)OC)C)C2=NC=CC(=C2)C2=CN=C(S2)C2CC2)=O 4-((4-(2-Cyclopropylthiazol-5-yl)pyridin-2-yl)((4-(4-methoxy-3-methylphenyl)bicyclo[2.2.2]octan-1-yl)methyl)carbamoyl)(trans-cyclohexyl) 3-(hydroxymethyl)azetidine-1-carboxylate